tert-butyl 5-(4-hydroxypyrido[3,2-d]pyrimidin-6-yl)-2,5-diazabicyclo[2.2.2]octane-2-carboxylate OC=1C2=C(N=CN1)C=CC(=N2)N2C1CN(C(C2)CC1)C(=O)OC(C)(C)C